C1CCC(CC1)N.N.O.O.Cl[Pt]Cl The molecule is a platinum coordination entity that consists of a central platinum atom bound to chloro (x2), hydroxy (x2), amino, and cyclohexylamino groups. It has a role as an apoptosis inducer and an antineoplastic agent.